O[C@@H]1C[C@H](N(C1)C([C@H](C(C)(C)C)N1N=NC(=C1)COC1=CC(=CC=C1)CO)=O)C(=O)NC (2S,4r)-4-hydroxy-1-[(2S)-2-[4-[[3-(hydroxymethyl)phenoxy]methyl]triazol-1-yl]-3,3-dimethyl-butyryl]-N-methyl-pyrrolidine-2-carboxamide